FC1=CC(=C(C=C1)N1CCN(CC1)C)[N+](=O)[O-] 1-(4-fluoro-2-nitrophenyl)-4-methylpiperazine